(19R)-3-(difluoromethyl)-16-fluoro-10,19-dimethyl-20-oxa-9-thia-3,4,11,23-tetraazapentacyclo[19.3.1.02,6.08,12.013,18]pentacosa-1(24),2(6),4,8(12),10,13,15,17,21(25),22-decaen-22-amine FC(N1C=2C3=CN=C(C(O[C@@H](C4=CC(=CC=C4C=4N=C(SC4CC2C=N1)C)F)C)=C3)N)F